CC(CCN1CCCC1)CCCC(C)C 1-(3,7-Dimethyloctyl)pyrrolidine